FC1=CC=C(C=C1)NC(=O)C1(CC1)C(=O)NC1=CC=C(OC2=NC=NC3=CC(=C(C=C23)C(=O)NC[C@H]2N(CCC2)C(=O)OC(C)(C)C)OC)C=C1 tert-butyl (2S)-2-[[[4-[4-[[1-[(4-fluorophenyl)carbamoyl]cyclopropanecarbonyl]amino]phenoxy]-7-methoxyquinazoline-6-carbonyl]amino]meth-yl]pyrrolidine-1-carboxylate